Tert-butyl (1S,2R)-2-(2,2-difluoroethyl)cyclopropanecarboxylate FC(C[C@@H]1[C@H](C1)C(=O)OC(C)(C)C)F